CC1=C(C(=CC=C1)C)[N+](=O)[O-] 1,3-dimethyl-2-nitro-benzene